9-methyldecyl 8-((4-hydroxybutyl)amino)-2-methyloctanoate OCCCCNCCCCCCC(C(=O)OCCCCCCCCC(C)C)C